cis-2,3-difluorotetrahydroindazole FN1NC2=CC=CC[C@H]2[C@@H]1F